C(#N)C1(CC12CC2)C=2C=C1C=C(N=CC1=CC2)NC(CC=2C=NN(C2)C(F)F)=O N-(6-(1-cyanospiro[2.2]pentan-1-yl)isoquinolin-3-yl)-2-(1-(difluoromethyl)-1H-pyrazol-4-yl)acetamide